C=C=C propandiene